1-(4-bromo-3-methylbenzyl)-2-(tert-butyl)-1H-imidazole BrC1=C(C=C(CN2C(=NC=C2)C(C)(C)C)C=C1)C